rac-(3R,4R)-1-cyclopropylmethyl-4-{[5-(2-trifluoromethyl-phenyl)-isoxazole-3-carbonyl]-amino}-piperidine-3-carboxylic acid C1(CC1)CN1C[C@H]([C@@H](CC1)NC(=O)C1=NOC(=C1)C1=C(C=CC=C1)C(F)(F)F)C(=O)O |r|